3-(6-chloro-7-ethoxy-1-oxoisoindolin-2-yl)piperidine-2,6-dione ClC1=CC=C2CN(C(C2=C1OCC)=O)C1C(NC(CC1)=O)=O